(2S)-2-amino-N-[(2-fluoro-4-isopropylphenyl)methyl]glutaramide hydrochloride Cl.N[C@H](C(=O)NCC1=C(C=C(C=C1)C(C)C)F)CCC(=O)N